BrC=1C=CC(=NC1)C(CC)(F)F 5-bromo-2-(1,1-difluoropropyl)pyridine